6-(3,4-Dimethylphenyl)-N-[(1S,2S)-2-hydroxy-2,3-dihydro-1H-inden-1-yl]-4-oxo-4,5-dihydropyrazolo[1,5-a]pyrazine-2-carboxamide CC=1C=C(C=CC1C)C=1NC(C=2N(C1)N=C(C2)C(=O)N[C@@H]2[C@H](CC1=CC=CC=C21)O)=O